1H-indole-6-carbonitrile N1C=CC2=CC=C(C=C12)C#N